CC1=C(C(=NC=C1)Br)CCCCCCCCCCCCOC(C(=C)C)=O methyl-methacryloxydodecyl-bromopyridine